(Z)-11-tetradecene CCCCCCCCCC\C=C/CC